BrC=1C2=CC=CC=C2C(=C2C=CC=CC12)C1=CC2=CC=CC=C2C=C1 9-bromo-10-(2-naphthyl)anthracene